C(C)OC(=O)[C@@H]1C([C@H]1C(C)=O)(C)C trans-L-3-acetyl-2,2-dimethylcyclopropanecarboxylic acid ethyl ester